1,4-bis(2-ethylhexyl) sulfosuccinate sodium salt [Na+].S(=O)(=O)([O-])C(C(=O)OCC(CCCC)CC)CC(=O)OCC(CCCC)CC